2-methoxy-1-(4-(2-((5-(pyridazin-4-yl)thiazolo[5,4-b]pyridin-2-yl)amino)pyridin-4-yl)piperazin-1-yl)ethanone COCC(=O)N1CCN(CC1)C1=CC(=NC=C1)NC=1SC2=NC(=CC=C2N1)C1=CN=NC=C1